8-Bromo-2-methyl-3-(3-(5,6,7,8-tetrahydro-1,6-naphthyridine-6-carbonyl)phenyl)-5,6-dihydro-2H-2,6-methanobenzo[g][1,3,5]oxadiazocin-4(3H)-one BrC=1C=CC2=C(C3NC(N(C(O2)(C3)C)C3=CC(=CC=C3)C(=O)N3CC=2C=CC=NC2CC3)=O)C1